FC1=C(CN2C(N([C@H](C3=CC=C(C=C23)C(=O)NCC2=C(C=C(C=C2F)F)F)C)C)=O)C(=CC=C1C(C)O)F (4S)-1-(2,6-difluoro-3-(1-hydroxyethyl)benzyl)-3,4-dimethyl-2-oxo-N-(2,4,6-trifluorobenzyl)-1,2,3,4-tetrahydro-quinazoline-7-carboxamide